FC=1C=C(CCNC(NC2=CC=C(OC3=NC=NC4=CC(=C(C=C34)NC(\C=C\C)=O)OC)C=C2)=O)C=CC1 (E)-N-(4-(4-(3-(3-fluorophenethyl)ureido)phenoxy)-7-methoxyquinazolin-6-yl)-2-butenamide